N1N=CC(=C1)C1=CC=C(C=C1)NC=1C2=C(N=C(N1)C=1C=CC3=C(SC(=C3)C(=O)NC(C)C)C1)C=CS2 6-(4-((4-(1H-pyrazol-4-yl)phenyl)-amino)thieno-[3,2-d]pyrimidin-2-yl)-N-isopropyl-benzo-[b]thiophene-2-carboxamide